N1C(N=C2N1C=CC=N2)=O [1,2,4]-triazolo[1,5-a]pyrimidone